N-(phthaloyl)cysteine methyl ester COC([C@@H](NC(C=1C(C(=O)O)=CC=CC1)=O)CS)=O